dibromoanthrone BrC1(C=2C=CC=CC2C(C2=CC=CC=C12)=O)Br